C(C1=CC=CC=C1)N(C1CCC(CC1)(O)C(F)(F)F)CC1=CC=CC=C1 4-(dibenzylamino)-1-(trifluoromethyl)cyclohexan-1-ol